2-(4-(dimethylamino)-1H-1,2,3-triazol-1-yl)acetic acid CN(C=1N=NN(C1)CC(=O)O)C